(R)-8-(8-((3-chloro-2-methylpyridin-4-yl)thio)imidazo[1,2-c]pyrimidin-5-yl)-8-azaspiro[4.5]decan-1-amine ClC=1C(=NC=CC1SC=1C=2N(C(=NC1)N1CCC3(CCC[C@H]3N)CC1)C=CN2)C